(R)-2-(difluoromethyl)-4-(5-fluoro-4-((S)-1-fluoroethyl)pyridin-3-yl)-5-oxo-1,4,5,7-tetrahydrofurano[3,4-b]pyridine-3-carboxylic acid methyl ester COC(=O)C=1[C@@H](C2=C(NC1C(F)F)COC2=O)C=2C=NC=C(C2[C@H](C)F)F